N1C(=NC2=C1C=CC=C2)C=2C=C(C=CC2Br)C=2C(=C(C(=O)N)C=CC2S(=O)(=O)N2CCOCC2)Cl [3-(1H-benzimidazol-2-yl)-4-bromophenyl]-4-(morpholin-4-ylsulfonyl)-2-chlorobenzamide